C(C1=CC=CC=C1)N1N=CC2=NC(=CC(=C21)Cl)N2[C@@H](COCC2)C (R)-1-benzyl-7-chloro-5-(3-methylmorpholinyl)-1H-pyrazolo[4,3-b]pyridine